C1(CC1)NC(CC1N(C(CC1)=O)CC1=CC(=CC=C1)C)=O N-cyclopropyl-2-[1-[(3-methylphenyl)methyl]-5-oxopyrrolidin-2-yl]acetamide